(3,5-dimethoxyphenethyl)(methyl)amine COC=1C=C(CCNC)C=C(C1)OC